1,3-dimethylbutadiene CC=CC(=C)C